5-(2-((cis-3-methoxycyclobutyl)amino)-7H-pyrrolo[2,3-d]pyrimidin-5-yl)-N-(pyridin-3-yl)pyrazolo[1,5-a]pyridine-3-carboxamide CO[C@H]1C[C@H](C1)NC=1N=CC2=C(N1)NC=C2C2=CC=1N(C=C2)N=CC1C(=O)NC=1C=NC=CC1